C1(CC1)C1=C2C(N(C(N(C2=CC=C1)C1=CC(=C(C=C1)Cl)Cl)=O)C=1C=NC=CC1)=O 5-cyclopropyl-1-(3,4-dichlorophenyl)-3-(pyridin-3-yl)quinazoline-2,4(1H,3H)-dione